bis{3,4,6-trichloro-2-[(2-phenylethoxy)carbonyl] phenyl}-Oxalat ClC=1C(=C(C(=CC1Cl)Cl)OC(C(=O)OC1=C(C(=C(C=C1Cl)Cl)Cl)C(=O)OCCC1=CC=CC=C1)=O)C(=O)OCCC1=CC=CC=C1